N-(4-(4-amino-7-(2,2,2-trifluoroethyl)-7H-pyrrolo[2,3-d]pyrimidin-5-yl)phenyl)-5-(4-Chlorophenyl)-1-isopropyl-4-oxo-1,4-dihydropyridazine-3-carboxamide NC=1C2=C(N=CN1)N(C=C2C2=CC=C(C=C2)NC(=O)C2=NN(C=C(C2=O)C2=CC=C(C=C2)Cl)C(C)C)CC(F)(F)F